CN1C2=C(C=C1C(=O)OCC)CCCCC2=O Ethyl 1-methyl-8-oxo-1,4,5,6,7,8-hexahydrocyclohepta[b]pyrrole-2-carboxylate